2-methylpropan-2-yl 4-(6-{[2-(2-chloroacetyl)diazanyl]carbonyl}-1,2-diazin-3-yl)hexahydropyridine-1-carboxylate ClCC(=O)NNC(=O)C1=CC=C(N=N1)C1CCN(CC1)C(=O)OC(C)(C)C